p-hydroxybenzoic acid i-hexadecyl ester C(CCCCCCCCCCCCC(C)C)OC(C1=CC=C(C=C1)O)=O